Z-3,6,9-octadecatriene CC\C=C/CC=CCC=CCCCCCCCC